CC1=NOC(=C1C=1C=C(OC2=C(C=C(C=C2C)NC(OCCC(C)C)=O)C)C=C(C1)C)C isopentyl (4-(3-(3,5-dimethylisoxazol-4-yl)-5-methylphenoxy)-3,5-dimethylphenyl)carbamate